C12SCC(N(C1)C(=O)N)C2 2-thia-5-azabicyclo[2.2.1]heptane-5-carboxamide